1-(1R,4R)-Methyl 4-(6-(6-(1,1-difluoroethyl)picolinamido)-7-methoxyimidazo[1,2-a]pyridine-2-yl)cyclohexanecarboxylate FC(C)(F)C1=CC=CC(=N1)C(=O)NC=1C(=CC=2N(C1)C=C(N2)C2CCC(CC2)C(=O)OC)OC